ClC=1C=C(C=C(C1OCCCCl)Cl)C(C)(C)C1=CC=C(OCC(=O)NN)C=C1 2-(4-(2-(3,5-Dichloro-4-(3-chloropropoxy)phenyl)propan-2-yl)phenoxy)acethydrazide